OC(C)(C)C=1C(N(C=CC1)C1=CC(=C(C=C1)C)I)=O 3-(2-Hydroxy-prop-2-yl)-1-(3-iodo-4-methylphenyl)pyridin-2(1H)-one